C[C@@H]1[C@H]2CC[C@@H](C[C@@H]1C1=CC=C(C=C1)Cl)N2 2β-methyl-3β-p-chlorophenyl-demethyl-tropane